1-(2-((2-(difluoromethoxy)-4-(4-methyl-4H-1,2,4-triazol-3-yl)phenyl)amino)-6-methylpyrido[3,4-d]pyrimidin-8-yl)-3-methylazetidine-3-carbonitrile FC(OC1=C(C=CC(=C1)C1=NN=CN1C)NC=1N=CC2=C(N1)C(=NC(=C2)C)N2CC(C2)(C#N)C)F